C(C)OC1=CC(=C(C=2C(C3=CC=CC=C3C(C12)=O)=O)O)O 4-ethoxy-1,2-dihydroxyanthraquinone